4-[(methyl-1H-imidazol-5-yl)methyl]-2(3H)-furanone CN1C=NC=C1CC=1CC(OC1)=O